NC1=C(C(=O)N)C=C(C=C1C1=C(C(=CC=C1C)O)C)Br 2-amino-5-bromo-3-(3-hydroxy-2,6-dimethylphenyl)benzamide